C(C)OC(=O)C1=CN(C(=C1)C(N)=O)N 1-amino-5-carbamoyl-1H-pyrrole-3-carboxylic acid ethyl ester